ethyl (Z)-2-((benzyloxy)imino)-2-(2-((pyridin-2-ylmethyl)amino)thiazol-4-yl)acetate C(C1=CC=CC=C1)O\N=C(/C(=O)OCC)\C=1N=C(SC1)NCC1=NC=CC=C1